5-({3-[(1E)-2-ethoxyethenyl]phenyl}methyl)-1,3-thiazolidine-2,4-dione C(C)O/C=C/C=1C=C(C=CC1)CC1C(NC(S1)=O)=O